Cl.Cl.Cl.Cl.C(#N)C1=C(C=C(C=N1)N1C(N(C(C1=O)(C)C)C1=CC(=C(OCCC2CCN(CC2)[C@H](C(=O)O)C)C=C1)CC)=S)C(F)(F)F (S)-2-(4-(2-(4-(3-(6-cyano-5-(trifluoromethyl)pyridin-3-yl)-5,5-dimethyl-4-oxo-2-thioxoimidazolidin-1-yl)-2-ethylphenoxy)ethyl)piperidin-1-yl)propionic acid tetrahcl